3,3'-di-t-butyl-5,5'-dimethoxy-1,1'-biphenyl-2,2'-diyl (2-t-butyl-4-methoxyphenyl) phosphite P1(OC2=C(C=C(C=C2C(C)(C)C)OC)C2=C(C(=CC(=C2)OC)C(C)(C)C)O1)OC1=C(C=C(C=C1)OC)C(C)(C)C